BrCC1=CC(=NN1C1=CC=CC=C1)C1=C(C=CC=C1)Cl 5-(bromomethyl)-3-(2-chlorophenyl)-1-phenyl-1H-pyrazole